2-(9,9'-spirobifluorene-2-yl)-9,9'-spirobifluorene C1=C(C=CC=2C3=CC=CC=C3C3(C12)C1=CC=CC=C1C=1C=CC=CC13)C1=CC=3C2(C4=CC=CC=C4C3C=C1)C1=CC=CC=C1C=1C=CC=CC12